ClC1=C(C(=O)N2COC3=C(C2)C=CC=C3C3=CC(=C(C(=O)OC)C(=C3)N3CCOCC3)C)C(=CC(=C1)F)Cl Methyl 4-[3-(2,6-dichloro-4-fluorobenzoyl)-2,4-dihydro-1,3-benzoxazin-8-yl]-2-methyl-6-morpholin-4-ylbenzoate